4-(2-(1,3-dioxolan-2-yl)-3-((4-methoxybenzyl)oxy)phenyl)-1H-pyrazole O1C(OCC1)C1=C(C=CC=C1OCC1=CC=C(C=C1)OC)C=1C=NNC1